ClC1=CC=C(OC2=CC=C(OC3CN(C3)C=3C(=C(C(=O)O)C=CC3)N3C=CC=C3)C=C2)C=C1 3-(3-(4-(4-chlorophenoxy)phenoxy)azetidin-1-yl)-2-(1H-pyrrol-1-yl)benzoic acid